3-bromo-6-{3-[(tert-butyldimethylsilyl)oxy]propyl}pyrazolo[1,5-a]pyridine BrC=1C=NN2C1C=CC(=C2)CCCO[Si](C)(C)C(C)(C)C